ClC1=C(C(=CC=C1)OC1=CC=C(C=C1)[N+](=O)[O-])Cl 1,2-dichloro-3-(4-nitrophenoxy)benzene